2-(1-(but-2-enoyl)-4-(7-(3,4-dihydroquinolin-1(2H)-yl)-2-(3-(dimethylamino)pyrrolidin-1-yl)-5,6,7,8-tetrahydroquinazolin-4-yl)piperazin-2-yl)acetonitrile C(C=CC)(=O)N1C(CN(CC1)C1=NC(=NC=2CC(CCC12)N1CCCC2=CC=CC=C12)N1CC(CC1)N(C)C)CC#N